2,5-bis(4-hydroxybenzoyl)furan OC1=CC=C(C(=O)C=2OC(=CC2)C(C2=CC=C(C=C2)O)=O)C=C1